Diphenyl-din-butoxysilan C1(=CC=CC=C1)[Si](OCCCC)(OCCCC)C1=CC=CC=C1